FC(C1=CC=C(C=C1)N1N=NC(=C1C(C)O)C)F 1-(1-(4-(difluoromethyl)phenyl)-4-methyl-1H-1,2,3-triazol-5-yl)ethan-1-ol